CC1NC(CC2(C1)OCCC1=CC=C(C=C12)C=C)C=1N=NN(C1)C 2'-methyl-6'-(1-methyltriazol-4-yl)-7-vinyl-spiro[isochroman-1,4'-piperidine]